tert-butyl N-{2-[(2-{4-[4-cyano-2-(4-methyl-1,2,4-triazol-3-yl) phenyl]-6-ethoxypyridin-2-yl}-3-oxo-7-(trifluoromethyl)-1H-isoindol-5-yl) methoxy] ethyl}-N-methylcarbamate C(#N)C1=CC(=C(C=C1)C1=CC(=NC(=C1)OCC)N1CC2=C(C=C(C=C2C1=O)COCCN(C(OC(C)(C)C)=O)C)C(F)(F)F)C1=NN=CN1C